2-fluoro-6-[(3,4-dimethoxybenzyl)amino]-9-(tetrahydro-2H-pyran-2-yl)-9H-purine FC1=NC(=C2N=CN(C2=N1)C1OCCCC1)NCC1=CC(=C(C=C1)OC)OC